copper (triphenylphosphino) iodide C1(=CC=CC=C1)P(C1=CC=CC=C1)(C1=CC=CC=C1)I.[Cu]